6-fluoro-3-nitro-1H-pyrrolo[3,2-b]pyridine FC=1C=C2C(=NC1)C(=CN2)[N+](=O)[O-]